8-chloro-1-cyano-3-(5-(difluoromethyl)-1,3,4-thiadiazol-2-yl)-N-(1-methylcyclopropyl)-N-((2-(trimethylsilanyl)ethoxy)methyl)imidazo[1,5-a]pyridin-6-sulfonamide ClC=1C=2N(C=C(C1)S(=O)(=O)N(COCC[Si](C)(C)C)C1(CC1)C)C(=NC2C#N)C=2SC(=NN2)C(F)F